C(#N)C=1C=C(C=CC1OC(C)C)C1=NC(=NO1)C=1C=2C3=C(N(C2C=CC1)CCCC(=O)O)CCC3 4-(8-(5-(3-cyano-4-isopropoxyphenyl)-1,2,4-oxadiazol-3-yl)-2,3-dihydrocyclopenta[b]indol-4(1H)-yl)butyric acid